Azobis-isobutyronitril N(=NC(C#N)(C)C)C(C#N)(C)C